(2S,4S)-4-(difluoromethoxy)-1-((4-phenoxybenzoyl)glycyl)pyrrolidine-2-carboxylic acid methyl ester COC(=O)[C@H]1N(C[C@H](C1)OC(F)F)C(CNC(C1=CC=C(C=C1)OC1=CC=CC=C1)=O)=O